Cl.NC/C(/CN1N=C2N(C=C(C=C2)C=2C=NC(=CC2)C(F)(F)F)C1=O)=C\F 2-[(2E)-2-(aminomethyl)-3-fluoroprop-2-en-1-yl]-6-[6-(trifluoromethyl)pyridin-3-yl][1,2,4]triazolo[4,3-a]pyridin-3(2H)-one hydrochloride